N(=C=O)CC[Si](OCC)(OCC)OCC beta-isocyanatoethyl-triethoxysilane